ClC(C(=O)OCC)(C)C ethyl α-chloroisobutyrate